4-((7-(benzyloxy)-6-methoxyquinazolin-4-yl)oxy)aniline C(C1=CC=CC=C1)OC1=C(C=C2C(=NC=NC2=C1)OC1=CC=C(N)C=C1)OC